Tert-butyl 4-(7-{8-fluoro-2-methylimidazo[1,2-a]pyridin-6-yl}-5-(methyl amino)-4-oxoquinazolin-3-yl)piperidine-1-carboxylate FC=1C=2N(C=C(C1)C1=CC(=C3C(N(C=NC3=C1)C1CCN(CC1)C(=O)OC(C)(C)C)=O)NC)C=C(N2)C